(+-)-2,3,7,7-tetramethylspiro[4.5]dec-6-yl acetate C(C)(=O)OC1C2(CC(C(C2)C)C)CCCC1(C)C